FC(S(=O)(=O)OC1=CC(=CC(=C1)C=1C=NN(C1)C)[C@@H](C)NC(C1=C(C=CC(=C1)N1CCN(CC1)C)C)=O)(F)F [3-[(1R)-1-[[2-methyl-5-(4-methylpiperazin-1-yl)benzoyl]amino]ethyl]-5-(1-methylpyrazol-4-yl)phenyl] trifluoromethanesulfonate